C(C)NC(=O)NC1=NC=NC(=C1)CN1CCN(CC1)C=1C(=NC(=CC1)N1C(CCC1)=O)F 1-ethyl-3-(6-((4-(2-fluoro-6-(2-oxopyrrolidin-1-yl)pyridin-3-yl)piperazin-1-yl)methyl)pyrimidin-4-yl)urea